FC(C=1C=CC2=C(C(OC3=CC(=CC=C23)O)=O)C1)F 8-(difluoromethyl)-3-hydroxy-6H-benzo[c]chromen-6-one